CN1C2=C(OCC(C1=O)NC(=O)C1=CC3=C(C=N1)C=NN3[C@@H]3COCC3)C=CC=C2 N-(5-methyl-4-oxo-2,3,4,5-tetrahydrobenzo[b][1,4]oxazepin-3-yl)-1-((S)-tetrahydrofuran-3-yl)-1H-pyrazolo[4,3-c]pyridine-6-carboxamide